4-(5-(furan-2-yl)-1,3,4-oxadiazole-2-carbonyl)piperidine-1-carboxylic acid tert-butyl ester C(C)(C)(C)OC(=O)N1CCC(CC1)C(=O)C=1OC(=NN1)C=1OC=CC1